1-{6-[(1S,4S)-2,5-diazabicyclo[2.2.1]hept-2-yl]pyridin-3-yl}-3-iodo-7-methyl-1H-indazole trifluoroacetate salt FC(C(=O)O)(F)F.[C@@H]12N(C[C@@H](NC1)C2)C2=CC=C(C=N2)N2N=C(C1=CC=CC(=C21)C)I